COCCOC1=C(C=CC=C1)OCC 2-methoxyethoxy-2-ethoxybenzene